4-(cyclohexylmethyl)-3-(pyridin-2-ylmethyl)-4,5-dihydro-1,2,4-oxadiazol-5-one C1(CCCCC1)CN1C(=NOC1=O)CC1=NC=CC=C1